FC=1C=C(C#N)C=CC1COC1=NC(=CC=C1)CC1CNCC1 3-fluoro-4-(((6-(pyrrolidin-3-ylmethyl)pyridin-2-yl)oxy)methyl)benzonitrile